C1(CCCCC1)C#CC=1C=C(C=NC1OC(F)(F)F)OC1=C(N=NN1)C(=O)O 5-((5-(cyclohexylethynyl)-6-(trifluoromethoxy)pyridin-3-yl)oxy)-1H-1,2,3-triazole-4-carboxylic acid